ClC1=C(C=C(C=C1)NC=1C2=C(N=CN1)C=NC(=C2)OC2CN(CC2)C(C=C)=O)C2CC2 1-(3-((4-((4-chloro-3-cyclopropylphenyl)amino)-pyrido[3,4-d]pyrimidin-6-yl)oxy)pyrrolidin-1-yl)prop-2-en-1-one